(2-Chloro-4-fluoro-phenyl)-[4-[5-(3-hydroxypyrrolidin-1-yl)sulfonyl-2-methoxy-phenyl]piperazin-1-yl]methanone ClC1=C(C=CC(=C1)F)C(=O)N1CCN(CC1)C1=C(C=CC(=C1)S(=O)(=O)N1CC(CC1)O)OC